ClC=1C(=CC(=NC1)OC)C1=CC(=NN1)C(=O)N1CCC(CC1)C(=O)NC1C(NCC2=CC=CC=C12)=O (5-(5-chloro-2-methoxypyridin-4-yl)-1H-pyrazole-3-carbonyl)-N-(3-oxo-1,2,3,4-tetrahydroisoquinolin-4-yl)piperidine-4-carboxamide